ClC1=CC=C2C(=NC(N(C2=C1)C1=C(C=CC=C1)Cl)=O)N1CC(CCC1)C#C 7-chloro-1-(2-chlorophenyl)-4-(3-ethynyl-piperidin-1-yl)quinazolin-2(1H)-one